5-(5-((R)-1-(3,5-dimethylpyridazin-4-yl)ethoxy)-1H-indazol-3-yl)-2-(((R)-tetrahydrofuran-3-yl)oxy)nicotinonitrile CC=1N=NC=C(C1[C@@H](C)OC=1C=C2C(=NNC2=CC1)C=1C=NC(=C(C#N)C1)O[C@H]1COCC1)C